1-N-methyl-10α-methoxylysergol CN1C=C2C[C@H]3N(C[C@H](CO)C[C@@]3(C=3C=CC=C1C32)OC)C